NC1=C2N=CN(C2=NC(=N1)Cl)C1CCC(CC1)C(=O)NC=1SC2=C(N1)C=CC(=C2)Br 4-(6-amino-2-chloro-9H-purin-9-yl)-N-(6-bromo-1,3-benzothiazol-2-yl)cyclohexanecarboxamide